ClC1=NC=C(C=N1)OCC(CF)O 1-((2-chloropyrimidin-5-yl)oxy)-3-fluoropropan-2-ol